C1(CC1)N1N=C(C=C1)C1=C(N2CCCC2=N1)C1=CN2C(=CN=C2C=C1)C(=O)N 5-{3-(1-cyclopropyl-1H-pyrazol-3-yl)-1,4-diazabicyclo[3.3.0]octa-2,4-dien-2-yl}-1,3a-diaza-3-indenecarboxamide